FC(C1=NC(=NO1)C=1N=CC(=NC1)C(=O)N)(F)F 5-(5-(trifluoromethyl)-1,2,4-oxadiazol-3-yl)pyrazin-2-amide